4-bromo-N,N-bis[(4-methoxyphenyl)methyl]-6-methyl-pyridin-2-amine BrC1=CC(=NC(=C1)C)N(CC1=CC=C(C=C1)OC)CC1=CC=C(C=C1)OC